Hexandithiol C(CCCCC)(S)S